ClC1=NC2C=CC(=CC2C=C1C=O)C 2-CHLORO-6-METHYL-4A,8A-DIHYDRO-3-QUINOLINECARBALDEHYDE